2-((2S)-1-Acryloyl-4-(7-(6-hydroxyindolin-1-yl)-2-(((S)-1-methylpyrrolidin-2-yl)methoxy)-5,6,7,8-tetrahydroquinazolin-4-yl)piperazin-2-yl)acetonitrile C(C=C)(=O)N1[C@H](CN(CC1)C1=NC(=NC=2CC(CCC12)N1CCC2=CC=C(C=C12)O)OC[C@H]1N(CCC1)C)CC#N